4-aminocyclopentan NC1CCCC1